O2-benzyl O1-tert-butyl (2R,4S)-4-(hydroxymethyl)-2-methyl-azetidine-1,2-dicarboxylate OC[C@@H]1C[C@@](N1C(=O)OC(C)(C)C)(C(=O)OCC1=CC=CC=C1)C